C(C1=CC=CC=C1)OC(=O)NCC1=C(C=CC=C1)B(O)O 2-((BENZYLOXYCARBONYLAMINO)METHYL)PHENYLBORONIC ACID